ClC=1C(N(C(=CC1OCC1=NC=C(C=C1C1CC1)F)C)C1=CC(=NC=C1C)C(\C=C\N(C)C)=O)=O (E)-3-chloro-4-((3-cyclopropyl-5-fluoropyridin-2-yl)methoxy)-2'-(3-(dimethylamino)acryloyl)-5',6-dimethyl-2H-[1,4'-bipyridin]-2-one